(S)-1-(2-Fluoro-5-methylphenyl)ethanamine hydrochloride Cl.FC1=C(C=C(C=C1)C)[C@H](C)N